N,N-dimethyl-2-benzothiazolyl-sulphenamide CN(SC=1SC2=C(N1)C=CC=C2)C